racemic-(4S,4R)-4-(4-cyano-2-methoxyphenyl)-5-ethoxy-2,8-dihydro-1,6-naphthyridine-3-carboxamide C(#N)C1=CC(=C(C=C1)C1=C(CN=C2CC=NC(=C12)OCC)C(=O)N)OC